7-amino-2-[2-(3,4-dimethoxybenzoyl)allyl]-4-(1-methylindazol-6-yl)isoindolin-1-one NC=1C=CC(=C2CN(C(C12)=O)CC(=C)C(C1=CC(=C(C=C1)OC)OC)=O)C1=CC=C2C=NN(C2=C1)C